3-(1-oxo-5-(((1R,2S)-2-(piperidin-1-yl)cyclopentyl)amino)isoindolin-2-yl)piperidine-2,6-dione O=C1N(CC2=CC(=CC=C12)N[C@H]1[C@H](CCC1)N1CCCCC1)C1C(NC(CC1)=O)=O